BOC(tertbutyloxycarbonyl)amide C(=O)(OC(C)(C)C)[N-]C(=O)OC(C)(C)C